C[C@]1(C[C@@]2(CO2)CCC12CC2)CN2C=NC1=C2C=C(C=C1)C#N (((3r,5r)-5-methyl-1-oxadispiro[2.2.26.23]decan-5-yl)methyl)-1H-benzo[d]imidazole-6-carbonitrile